C[C@H]1NCC2=C(C=3C=4C=CC(=NC4C=CC3S2)C2=C(N=NC(=C2)C=C)OCCN2CCOCC2)NC1 (R)-10-methyl-3-(3-(2-morpholinoethoxy)-6-vinylpyridazin-4-yl)-9,10,11,12-tetrahydro-8H-[1,4]diazepino[5',6':4,5]thieno[3,2-f]quinolin